C(C)(C)(C)N(C(O)=O)[C@@H](CO[Si](C1=CC=CC=C1)(C1=CC=CC=C1)C(C)(C)C)C1=NC(=NO1)C.C[Si]1(O[Si](O[Si](O[Si](O1)(CCCOC(C=C)=O)C)(CCCOC(C=C)=O)C)(CCCOC(C=C)=O)C)CCCOC(C=C)=O 2,4,6,8-tetramethyl-2,4,6,8-tetrakis(3-acryloyloxypropyl)cyclotetrasiloxane tert-butyl-(S)-(2-((tert-butyldiphenylsilyl)oxy)-1-(3-methyl-1,2,4-oxadiazol-5-yl)ethyl)carbamate